N-(2-fluoro-5-(2-(5-((2-methyl-6-morpholinopyrimidin-4-yl)amino)-1H-pyrazol-3-yl)ethyl)phenyl)-3-(trifluoromethyl)benzamide FC1=C(C=C(C=C1)CCC1=NNC(=C1)NC1=NC(=NC(=C1)N1CCOCC1)C)NC(C1=CC(=CC=C1)C(F)(F)F)=O